(2R,3R)-3-methoxy-2-methyl-3-((S)-pyrrolidin-2-yl)propionic acid ethyl ester C(C)OC([C@@H]([C@H]([C@H]1NCCC1)OC)C)=O